N-cyclopentylmethyl-2-(4-(5-(3,5-dichlorophenyl)-5-(trifluoromethyl)-4,5-dihydroisoxazol-3-yl)-2-methylbenzamido)-4,5,6,7-tetrahydrobenzo[b]thiophene-3-carboxamide C1(CCCC1)CNC(=O)C=1C2=C(SC1NC(C1=C(C=C(C=C1)C1=NOC(C1)(C(F)(F)F)C1=CC(=CC(=C1)Cl)Cl)C)=O)CCCC2